NCC1=CC=C(C=C1)CN 1,4-bis(aminomethyl)benzene